(S)-2-((4-(6-((5-Chloro-3-fluoropyridin-2-yl)methoxy)pyridin-2-yl)piperazin-1-yl)methyl)-1-(oxetan-2-ylmethyl)-1H-benzo[d]imidazol ClC=1C=C(C(=NC1)COC1=CC=CC(=N1)N1CCN(CC1)CC1=NC2=C(N1C[C@H]1OCC1)C=CC=C2)F